(S)-3-(2-Amino-2-carboxyethyl)bicyclo[1.1.1]pentane-1-carboxylic acid N[C@@H](CC12CC(C1)(C2)C(=O)O)C(=O)O